ClC=1C=C2CCC[C@]3(C2=CC1)CN(C1=C(OC3)C=CC(=C1)C(=O)OC(C)(C)C)C[C@H]1[C@@H](CC1)[C@@H](CO)O (S)-TERT-BUTYL 6'-CHLORO-5-(((1R,2R)-2-((S)-1,2-DIHYDROXYETHYL)CYCLOBUTYL)METHYL)-3',4,4',5-TETRAHYDRO-2H,2'H-SPIRO[BENZO[B][1,4]OXAZEPINE-3,1'-NAPHTHALENE]-7-CARBOXYLATE